3-(5-((3-(4-(6-((6-acetyl-8-cyclopentyl-5-methyl-7-oxo-7,8-dihydropyrido[2,3-d]pyrimidin-2-yl)amino)pyridin-3-yl)piperazin-1-yl)propyl)amino)-1-oxoisoindolin-2-yl)piperidine-2,6-dione C(C)(=O)C1=C(C2=C(N=C(N=C2)NC2=CC=C(C=N2)N2CCN(CC2)CCCNC=2C=C3CN(C(C3=CC2)=O)C2C(NC(CC2)=O)=O)N(C1=O)C1CCCC1)C